[N+](=O)([O-])C=1C=C(C=C(C1)C=1CCCCC1)C#N 5-nitro-2',3',4',5'-tetrahydro-[1,1'-biphenyl]-3-carbonitrile